FC1=C(C=C(C=C1)F)C(C(=O)OCC)(C)C ethyl 2-(2,5-difluorophenyl)-2-methylpropionate